bis(2-(N,N-dimethylamino)ethyl) ether CN(C)CCOCCN(C)C